2-(2,6-dioxopiperidin-yl)-4-(2-fluoro-4-((3-(pyrrolidin-1-yl)azetidin-1-yl)methyl)benzylamino)isoindoline-1,3-dione O=C1N(C(CCC1)=O)N1C(C2=CC=CC(=C2C1=O)NCC1=C(C=C(C=C1)CN1CC(C1)N1CCCC1)F)=O